(S)-1'-(5-(benzo[c][1,2,5]oxadiazol-4-ylthio)-1H-imidazo[4,5-b]pyrazin-2-yl)-1,3-dihydrospiro[indene-2,4'-piperidin]-1-amine N=1ON=C2C1C=CC=C2SC=2N=C1C(=NC2)NC(=N1)N1CCC2(CC1)[C@@H](C1=CC=CC=C1C2)N